gluconic acid-methionine salt N[C@@H](CCSC)C(=O)O.O=C([C@H](O)[C@@H](O)[C@H](O)[C@H](O)CO)O